C(C)(C)(C)OC(=O)N1[C@H](CN(CC1)CC1=CC2=C(N(C(N2C)=O)C2C(NC(CC2)=O)=O)C=C1)C (2S)-4-{[1-(2,6-dioxopiperidin-3-yl)-3-methyl-2-oxo-2,3-dihydro-1H-benzimidazol-5-yl]methyl}-2-methylpiperazine-1-carboxylic acid tert-butyl ester